ClC1=C(C=NC=C1)S(=O)(=O)NC1=CC(=C(C=C1)\C=C\C=1C=NC(=NC1)NC1CCC(CC1)N(C)C)OC 4-chloro-N-(4-((E)-2-(2-(((1r,4r)-4-(dimethylamino)cyclohexyl)amino)pyrimidin-5-yl)vinyl)-3-methoxyphenyl)pyridine-3-sulfonamide